C(C)(C)(C)OC(=O)N1C(C2(C3=C(C=CC=C13)OC)CC2)=O methoxy-2'-oxospiro[cyclopropane-1,3'-indole]-1'-carboxylic acid tert-butyl ester